ClC1=CC=C(C=C1)\C=C/C(=O)C1=C(C=C(C=C1O[C@@H]1O[C@@H]([C@@H]([C@@H]([C@H]1O)O)O)CO)O)O (Z)-3-(4-Chlorophenyl)-1-[2,4-dihydroxy-6-[(2S,3R,4S,5R,6R)-3,4,5-trihydroxy-6-(hydroxymethyl)oxan-2-yl]oxyphenyl]prop-2-en-1-one